C(#N)[C@H](CC1=CC=C(C=C1)C=1C=CC2=C(N(C(O2)=O)C)C1)NC(=O)[C@H]1CNCCCCC1 |o1:24| (3R*)-N-[(1S)-1-cyano-2-[4-(3-methyl-2-oxo-2,3-dihydro-1,3-benzoxazol-5-yl)phenyl]ethyl]azocane-3-carboxamide